9-(1-((6-chloro-2-morpholinopyridin-3-yl)amino)ethyl)-4-ethyl-7-methyl-3-(pyridin-2-yl)-3,4-dihydro-5H-pyrazolo[3,4-c]isoquinolin-5-one ClC1=CC=C(C(=N1)N1CCOCC1)NC(C)C=1C=2C3=C(N(C(C2C=C(C1)C)=O)CC)N(N=C3)C3=NC=CC=C3